phthalic acid dipotassium salt [K+].[K+].C(C=1C(C(=O)[O-])=CC=CC1)(=O)[O-]